NC1=C(C=C(C=C1)C1=CC=C(C=C1)F)NC(=O)C=1SC2=C(C1)C=C(C=C2)S(=O)(=O)C N-[2-amino-5-(4-fluorophenyl)phenyl]-5-(methylsulfonyl)benzothiophene-2-carboxamide